C(C)(C)(C)OC(=O)N1CCN(CC1)C1=NOC(=C1)C1=C(C(=CC=C1)Br)O 4-(5-(3-bromo-2-hydroxyphenyl)isoxazol-3-yl)piperazine-1-carboxylic acid tert-butyl ester